[SH+]1CCCCC1 thian-1-ium